NC(CC(C(=O)O)N1C(C2=CC=CC=C2C1)=O)=O 4-amino-4-oxo-2-(1-oxoisoindol-2-yl)butanoic acid